(trans)-5-chloro-N-(3-(2-((4-(dimethylamino)cyclohexyl)amino)quinazolin-6-yl)-2,4-difluorophenyl)-2-methoxypyridine-3-sulfonamide hydrochloride salt Cl.ClC=1C=C(C(=NC1)OC)S(=O)(=O)NC1=C(C(=C(C=C1)F)C=1C=C2C=NC(=NC2=CC1)N[C@@H]1CC[C@H](CC1)N(C)C)F